[Br-].C(C1=CC=CC=C1)(=O)C1=CC=C(OCCC[N+](CCCNS(=O)(=O)C2=C(C=C(C=C2C(C)C)C(C)C)C(C)C)(C)C)C=C1 3-(4-benzoylphenoxy)-N,N-dimethyl-N-(3-(2,4,6-triisopropylphenylsulfonamido)propyl)propan-1-aminium bromide